4-(7-methyl-2-(((7-methyl-[1,2,4]triazolo[1,5-a]pyridin-6-yl)amino))-8-oxo-7,8-dihydro-9H-purin-9-yl)tetrahydro-2H-pyran-4-carbonitrile CN1C(N(C2=NC(=NC=C12)NC=1C(=CC=2N(C1)N=CN2)C)C2(CCOCC2)C#N)=O